BrC1=CC(=C(C=C1C)O)Cl 4-bromo-2-chloro-5-methylphenol